(1R,5S,7R)-7-(hydroxymethyl)-7-(methoxymethyl)-1-azabicyclo[3.2.1]octan-6-one OC[C@]1(C([C@H]2CCCN1C2)=O)COC